(S) or (R)-3-fluoro-N'-((5-fluoro-2,4-diisopropylpyridin-3-yl)carbamoyl)-5-(2-hydroxypropan-2-yl)thiophene-2-sulfonimidamide FC1=C(SC(=C1)C(C)(C)O)[S@](=O)(N)=NC(NC=1C(=NC=C(C1C(C)C)F)C(C)C)=O |o1:10|